FC1=C(CNC(NC2=NC=C(C=C2)C=2C=NC(=NC2)OC)=O)C=CC=C1 3-(2-fluorobenzyl)-1-(5-(2-methoxypyrimidin-5-yl)pyridin-2-yl)urea